8-(5-(((5-Fluoro-2,3-dihydrobenzofuran-4-yl)methyl)amino)-[1,2,4]triazolo[4,3-c]pyrimidine-8-yl)-[1,2,4]triazolo[1,5-a]pyridine-6-carbonitrile FC=1C=CC2=C(CCO2)C1CNC1=NC=C(C=2N1C=NN2)C=2C=1N(C=C(C2)C#N)N=CN1